1,5-anhydro-2,3-dideoxy-3-(7,8-dimethyl-6-(4-(methylcarbamoyl)benzyl)-4-oxoquinazolin-3(4H)-yl)-L-threo-pentitol CC1=C(C=C2C(N(C=NC2=C1C)[C@H]1CCOC[C@@H]1O)=O)CC1=CC=C(C=C1)C(NC)=O